FC(C=1C=C(CC=2C=NN(C2)C(=O)N)C=CC1)(F)F 4-(3-(trifluoromethyl)benzyl)-1H-pyrazole-1-carboxamide